(3R)-1-(1H-1,2,3,4-tetrazol-5-yl)piperidin-3-amine N1N=NN=C1N1C[C@@H](CCC1)N